NOC[C@H](C)NC1=C(C(N(N=C1)COCC[Si](C)(C)C)=O)C(F)(F)F (S)-5-((1-(aminooxy)prop-2-yl)amino)-4-(trifluoromethyl)-2-((2-(trimethylsilyl)ethoxy)methyl)pyridazin-3(2H)-one